tert-butyl (3'-{(1R)-1-[(6,7-dimethoxy-2-methylquinazolin-4-yl)amino]ethyl}biphenyl-4-yl)carbamate COC=1C=C2C(=NC(=NC2=CC1OC)C)N[C@H](C)C=1C=C(C=CC1)C1=CC=C(C=C1)NC(OC(C)(C)C)=O